2,2-dimethyl-1,3-propylene oxide CC1(COC1)C